ClCCN1C(=NC2=C(C1=O)C=NN2C2=CC=C(C=C2)C)C=2C=NC(=CC2)Cl 5-(2-chloroethyl)-6-(6-chloropyridin-3-yl)-1-(p-tolyl)-1,5-dihydro-4H-pyrazolo[3,4-d]pyrimidin-4-one